CC(S(=O)(=O)O)S(=O)(=O)O methyl-methanedisulfonic acid